N=1C=NN2C1C=CC(=C2)C=2N=C(NC2C2=NC(=CC=C2)C)CNC([C@H](CC2=CC=CC=C2)N)=O (S)-N-((4-([1,2,4]triazolo[1,5-a]pyridin-6-yl)-5-(6-methylpyridin-2-yl)-1H-imidazol-2-yl)methyl)-2-amino-3-phenylpropanamide